2-[3-(fluoromethyl)azetidin-1-yl]Ethanol methyl-(E)-4-(diethylamino)but-2-enoate C/C(/C(=O)OCCN1CC(C1)CF)=C\CN(CC)CC